Cl.F[C@@H]1[C@@H](CNC1)NC(OCC1=CC=CC=C1)=O benzyl ((3R,4S)-4-fluoropyrrolidin-3-yl)carbamate hydrochloride